1-methyl-2-piperazino-ethanol CC(CN1CCNCC1)O